CN1CC(C1)(C)C(O)(C1=CC=C(C=C1)OC(F)(F)F)C1=CC(=CC=C1)OC1CCOCC1 (1,3-Dimethyl-azetidin-3-yl)-[3-(tetrahydro-pyran-4-yloxy)-phenyl]-(4-trifluoromethoxy-phenyl)-methanol